FC1CN(C1)CC=CC=O 4-(3-fluoroazetidin-1-yl)but-2-en-1-one